4-bromo-3-fluoro-benzenesulfonyl chloride BrC1=C(C=C(C=C1)S(=O)(=O)Cl)F